(5-fluoro-2-pyridyl)-1-isopropyl-4-oxo-pyridine FC=1C=CC(=NC1)C=1N(C=CC(C1)=O)C(C)C